α-hydroxyisobutyrate OC(C(=O)[O-])(C)C